FC=1C=C(CC=2C=C3C(=NNC3=CC2)N)C=C(C1)F 5-(3,5-difluorobenzyl)-1H-indazole-3-amine